7-bromo-1,2-dimethyl-1H-indole-3-carboxylic acid methyl ester COC(=O)C1=C(N(C2=C(C=CC=C12)Br)C)C